C1(=CC(=CC=C1)N1C2=CC=CC=C2C=2C=C(C=CC12)B1OC(C(O1)(C)C)(C)C)C1=CC=CC=C1 9-([1,1'-biphenyl]-3-yl)-3-(4,4,5,5-tetramethyl-1,3,2-dioxaborolan-2-yl)-9H-carbazole